COC1=C(C=C(C=C1)OC)NC(=O)N1CCNCC1 N-(2,5-dimethoxyphenyl)piperazine-1-carboxamide